C(C1=CC=CC=C1)(=O)OOC1=C(C=CC=C1)OOC(C1=CC=CC=C1)=O di(benzoyl-peroxy)benzene